3-methoxy-2-(tributylstannyl)pyridine COC=1C(=NC=CC1)[Sn](CCCC)(CCCC)CCCC